C(C)(C)(C)OC(=O)N1CC(=CC1)C1=CC(=C2C(=N1)C=NN2C)C2=C(C=C(C=C2)F)C(N(C(C)C)CC)=O 3-(7-{2-[ethyl(isopropyl)carbamoyl]-4-fluorophenyl}1-methyl-1H-pyrazolo[4,3-b]pyridin-5-yl)-2,5-dihydro-1H-pyrrole-1-carboxylic acid tert-butyl ester